4-(5-(3-((2-(3-carboxypropionyl)-4-fluoro-6-methoxyisoindolin-5-yl)oxy)propoxy)-6-methoxyisoindolin-2-yl)-4-oxobutanoic acid C(=O)(O)CCC(=O)N1CC2=CC(=C(C(=C2C1)F)OCCCOC=1C=C2CN(CC2=CC1OC)C(CCC(=O)O)=O)OC